C(C)(=O)NC1=CC(=NN1C1=C(C=C(CNCCC(=O)O)C=C1)Cl)C1=CC=C(C=C1)Cl 3-((4-(5-acetamido-3-(4-chlorophenyl)-1H-pyrazol-1-yl)-3-chlorobenzyl)amino)propanoic acid